C(#N)N1C=NC=C1 1-cyano-imidazole